CON1N=NC2=C1C=CC(=C2)C(=O)N methoxy-1H-benzo[d][1,2,3]triazole-5-carboxamide